4-(1-(2-Chloro-4-(((2,2,2-trifluoroethyl)amino)methyl)phenyl)-1H-imidazol-4-yl)-N-(1-(methylsulfonyl)piperidin-4-yl)-5-(trifluoromethyl)pyrimidin-2-amine ClC1=C(C=CC(=C1)CNCC(F)(F)F)N1C=NC(=C1)C1=NC(=NC=C1C(F)(F)F)NC1CCN(CC1)S(=O)(=O)C